4-amino-5-{2,2-difluoro-7-[(5-methoxy-7-methyl-1H-indol-4-yl)methyl]-7-azaspiro[3.5]nonan-6-yl}pyridine-2-carboxylic acid NC1=CC(=NC=C1C1CC2(CC(C2)(F)F)CCN1CC1=C2C=CNC2=C(C=C1OC)C)C(=O)O